C1(CCCC1)NC(=O)C1=CC2=C(N=C(S2)C2CN(C2)C(=O)OC(C)(C)C)C=C1 tert-butyl 3-(6-(cyclopentylcarbamoyl)benzo[d]thiazol-2-yl)azetidine-1-carboxylate